([7-(Tert-butoxy)-7-oxoheptyl]oxy)-2-(methoxycarbonyl)benzoic acid C(C)(C)(C)OC(CCCCCCOC=1C(=C(C(=O)O)C=CC1)C(=O)OC)=O